N-((1r,3r)-3-(5-(5-ethoxypyridin-2-yl)-4-(5-methylthiophene-2-yl)-4H-1,2,4-triazol-3-yl)cyclobutyl)pyridineamide C(C)OC=1C=CC(=NC1)C=1N(C(=NN1)C1CC(C1)NC(=O)C1=NC=CC=C1)C=1SC(=CC1)C